2-fluoro-5-(2-oxo-2,3-dihydro-1H-benzo[d]imidazol-1-yl)benzonitrile FC1=C(C#N)C=C(C=C1)N1C(NC2=C1C=CC=C2)=O